5-fluoro-2-isopropyl-3-oxo-4-(trifluoromethyl)-1H-pyrazole-1-carboxylate FC1=C(C(N(N1C(=O)[O-])C(C)C)=O)C(F)(F)F